1-iodo-3,5-dimethoxybenzene IC1=CC(=CC(=C1)OC)OC